FC1=CC=C(C=C1)C(N1N2C(C(N3[C@H]1COCC3)=O)=C(C(C=C2)=O)O)C2=CC=C(C=C2)F (12aR)-12-[Bis(4-fluorophenyl)methyl]-7-hydroxy-3,4,12,12a-tetrahydro-1H-[1,4]oxazino[3,4-c]pyrido[2,1-f][1,2,4]triazine-6,8-dione